C[C@H]1O[C@@H](CN(C1)C=1C=C(C=CC1)C=1N=C(SC1)NC(CNC(=O)C1=CN(C=C1)S(=O)(=O)C)=O)C N-(2-((4-(3-((2R,6R)-2,6-dimethylmorpholino)phenyl)thiazol-2-yl)amino)-2-oxoethyl)-1-(methylsulfonyl)-1H-pyrrole-3-carboxamide